(S)-5-(4-(2-hydroxy-1-phenylethylamino)-5-(1,3,4-oxadiazol-2-yl)pyrimidin-2-ylamino)-3,3-dimethyl-2,3-dihydro-1H-inden-1-one OC[C@H](C1=CC=CC=C1)NC1=NC(=NC=C1C=1OC=NN1)NC=1C=C2C(CC(C2=CC1)=O)(C)C